FC1=C(C=CC=C1F)CN1[C@H](CCC1=O)CC(=O)NC1=NC=NN1C 2-[(2R)-1-[(2,3-difluorophenyl)methyl]-5-oxopyrrolidin-2-yl]-N-(1-methyl-1H-1,2,4-triazol-5-yl)acetamid